ClC1=CC=C(C=C1)C1=CC=C(N1C1=C(C=CC=C1)C(F)(F)F)C1=CC=C(C(=O)O)C=C1 4-(5-(4-chlorophenyl)-1-(2-(trifluoromethyl)phenyl)-1H-pyrrol-2-yl)benzoic acid